(S)-2-(6-Fluorobenzo[d]oxazol-2-yl)-6-methoxy-5-(pyridin-2-ylmethoxy)-1,2,3,4-tetrahydroisoquinoline-3-carboxylic acid methyl ester COC(=O)[C@H]1N(CC2=CC=C(C(=C2C1)OCC1=NC=CC=C1)OC)C=1OC2=C(N1)C=CC(=C2)F